F[C@H]1[C@@]2(CC[C@](C[C@H]1C(=C)C1=CC=C(N=N1)C1=C(C=C(C=C1)C1=NC(N(C=N1)C)=O)O)(N2)C)C 4-(4-(6-(1-((1S,2R,3S,5R)-2-fluoro-1,5-dimethyl-8-azabicyclo[3.2.1]octan-3-yl)vinyl)pyridazin-3-yl)-3-hydroxyphenyl)-1-methyl-1,3,5-triazin-2(1H)-one